2-((1s,2s)-1-(2-cyanophenyl)-1-(1-methyl-3-(N-methylacetamido)-1H-pyrazol-4-yl)propan-2-yl)-5-hydroxy-N-(isoxazol-4-yl)-1-methyl-6-oxo-1,6-dihydropyrimidine-4-carboxamide C(#N)C1=C(C=CC=C1)[C@H]([C@H](C)C=1N(C(C(=C(N1)C(=O)NC=1C=NOC1)O)=O)C)C=1C(=NN(C1)C)N(C(C)=O)C